ethyl (E)-3-(3-nitrophenyl)acrylate [N+](=O)([O-])C=1C=C(C=CC1)/C=C/C(=O)OCC